N'-[5-bromo-6-(2,3-dihydro-1H-inden-2-yloxy)-2-methylpyridin-3-yl]-N-ethyl-N-methylformamidine BrC=1C=C(C(=NC1OC1CC2=CC=CC=C2C1)C)N=CN(C)CC